ClC1=C(C=C(C(=C1NC=1C(=C2C(N(C=NC2=CC1)C)=O)Cl)F)F)NS(=O)(=O)N1CCCC1 N-(2-chloro-3-((5-chloro-3-methyl-4-oxo-3,4-dihydroquinazolin-6-yl)amino)-4,5-difluorophenyl)pyrrolidine-1-sulfonamide